methyl (1,2,2,6,6-pentamethyl-4-piperidinyl) sebacate C(CCCCCCCCC(=O)OC1CC(N(C(C1)(C)C)C)(C)C)(=O)OC